2,4-dichloro-5,6,7,8-tetrahydropyrido[2,3-d]pyrimidine ClC=1N=C(C2=C(N1)NCCC2)Cl